6,7-Dimethoxy-N-(3-Methoxy-5-(thiophen-2-yl)phenyl)quinolin-4-amine COC=1C=C2C(=CC=NC2=CC1OC)NC1=CC(=CC(=C1)C=1SC=CC1)OC